O1CCN(CC1)[C@@H]1CC[C@H](CC1)C1=CN(C2=CN=CC=C21)C2=C(C(=O)N)C=CC=C2 2-(3-(trans-4-morpholinocyclohexyl)-1H-pyrrolo[2,3-c]pyridin-1-yl)benzamide